1-Boc-4-(4-formylphenyl)piperazine ruthenium [Ru].C(=O)(OC(C)(C)C)N1CCN(CC1)C1=CC=C(C=C1)C=O